L-α-glutamyl-L-arginylglycine N[C@@H](CCC(O)=O)C(=O)N[C@@H](CCCNC(N)=N)C(=O)NCC(=O)O